FC(C(=O)O)(F)F.C(C)(C)(C)C1=CC=C(C=C1)C1CNC1 3-(4-(tert-butyl)phenyl)azetidine 2,2,2-trifluoroacetate